C[C@H]1O[C@H](CC(C1)N1N=C(C2=C1SC(=C2)C(=O)O)C)C 1-((2r,6s)-2,6-dimethyltetra-hydro-2H-pyran-4-yl)-3-methyl-1H-thieno[2,3-c]pyrazole-5-carboxylic acid